N-(2-bromo-3,6-difluorobenzyl)-N,2-dimethylpropan-2-amine BrC1=C(CN(C(C)(C)C)C)C(=CC=C1F)F